COC1=NC=C(C2=C1N=C(S2)[NH-])N2CC(C2)(C)OC [4-methoxy-7-(3-methoxy-3-methyl-azetidin-1-yl)-thiazolo[4,5-c]pyridin-2-yl]-amid